C(C)(C)N1C[C@H](N(CC1)C1=CC=C(C=C1)C=1C=C2C(=NC1)C=C(N2C)C2=CC=C(C=C2)S(=O)(=O)C)C (R)-6-(4-(4-isopropyl-2-methylpiperazin-1-yl)phenyl)-1-methyl-2-(4-(methylsulfonyl)phenyl)-1H-pyrrolo[3,2-b]pyridine